5-amino-N-[(dimethylamino)methylene]-2-(5-fluoropyridin-3-yl)benzenesulfonamide tert-butyl-2,4-dichloro-5,8-dihydropyrido[3,4-d]pyrimidine-7(6H)-carboxylate C(C)(C)(C)OC(=O)N1CC=2N=C(N=C(C2CC1)Cl)Cl.NC=1C=CC(=C(C1)S(=O)(=O)N=CN(C)C)C=1C=NC=C(C1)F